C(CCCCCCC)OC(C=C)=O normal octylacrylate